O[C@H]1CNCC[C@@H]1C(=O)N1CCN(CC1)C(=O)C1=C(C=C(C=C1)NC=1C=2N(C=CN1)C(=CN2)C=2C(=NNC2)C(F)(F)F)C [4-[(3R,4S)-3-hydroxypiperidine-4-carbonyl]piperazin-1-yl]-[2-methyl-4-[[3-[3-(trifluoromethyl)-1H-pyrazol-4-yl]imidazo[1,2-a]pyrazin-8-yl]amino]phenyl]methanone